(RS)-N-(2-((5-trifluoromethylpyridin-2-yl)oxy)propyl)-5-chloro-2-methyl-6-difluoromethylpyrimidin-4-amine FC(C=1C=CC(=NC1)O[C@@H](CNC1=NC(=NC(=C1Cl)C(F)F)C)C)(F)F |r|